ClC=1C=NC=C(C1C1=NC2=C(C=3C=NC=CC13)N=C(N=C2)NC2=CC(=C(C=C2)N2CCN(CC2)C)C)Cl 6-(3,5-dichloropyridin-4-yl)-N-(3-methyl-4-(4-methylpiperazin-1-yl)phenyl)pyrimido[5,4-c][2,6]naphthyridin-2-amine